ClC1=NC2=CC=CC=C2C(=N1)OCC1=CC=C(C=C1)C=1N(C=C(N1)C(F)(F)F)C(C)C 2-chloro-4-((4-(1-isopropyl-4-(trifluoromethyl)-1H-imidazol-2-yl)benzyl)oxy)quinazoline